(2r,8r)-2,8-nonanediol C[C@H](CCCCC[C@@H](C)O)O